C(CCCCCCC)N(C(ON1C(CCCC1(C)C)(C)C)=O)CCCCCCCCCC 2,2,6,6-tetramethylpiperidin-1-yl octyldecylcarbamate